NC1=NC(=NC=C1C(=O)OCC)N1[C@H](CN(CC1)C=1N=CC2=C(N1)CCN(C2)C(=O)OC(C)(C)C)CO[Si](C2=CC=CC=C2)(C2=CC=CC=C2)C(C)(C)C (R)-tert-butyl 2-(4-(4-amino-5-(ethoxycarbonyl)pyrimidin-2-yl)-3-(((tert-butyldiphenylsilyl)oxy)methyl)piperazin-1-yl)-7,8-dihydropyrido[4,3-d]pyrimidine-6(5H)-carboxylate